tungsten(III) oxide [W+]=O